FC1=C(CN2C(C3=NC=CC=C3C2=O)([2H])[2H])C(=CC(=C1)C=1C2=CN(N=C2C(=CC1)OC(C)C)C([2H])([2H])[2H])F 6-(2,6-difluoro-4-(7-isopropoxy-2-(methyl-d3)-2H-indazol-4-yl)benzyl)-6,7-dihydro-5H-pyrrolo[3,4-b]pyridin-5-one-7,7-d2